6-(2-(2-benzyl-3-chloro-7-oxo-2,4,5,7-tetrahydro-6H-pyrazolo[3,4-c]pyridine-6-yl)propoxy)nicotinonitrile C(C1=CC=CC=C1)N1N=C2C(N(CCC2=C1Cl)C(COC1=NC=C(C#N)C=C1)C)=O